F[C@H]1CC2=C(NC(N(C2=O)C2CCOCC2)=O)N[C@H]1C1=CC2=C(CCO2)C=C1F (6S,7S)-6-fluoro-7-(5-fluoro-2,3-dihydrobenzofuran-6-yl)-3-(tetrahydro-2H-pyran-4-yl)-5,6,7,8-tetrahydropyrido[2,3-d]pyrimidine-2,4(1H,3H)-dione